C(C)(C)(C)OC(=O)NC[B-](F)(F)F.[K+] potassium [[(tert-butoxycarbonyl)amino]methyl]trifluoroborate